N-((6-(4-fluorophenyl)-4-(2-(2-hydroxyethyl)phenyl)pyridin-3-yl)methyl)methanesulfonamide FC1=CC=C(C=C1)C1=CC(=C(C=N1)CNS(=O)(=O)C)C1=C(C=CC=C1)CCO